{(4-benzyl-1,4,8-triazacycloundecane-1,8-diyl)bis[methylene(2-hydroxy-5-methyl-3,1-phenylene)methyleneazanediylmethylene]}bis(phosphonic acid) C(C1=CC=CC=C1)N1CCN(CCCN(CCC1)CC=1C(=C(C=C(C1)C)CNCP(O)(O)=O)O)CC=1C(=C(C=C(C1)C)CNCP(O)(O)=O)O